OCC[N+](C)(C)C.C(\C=C\C1=CC(OC)=C(O)C(OC)=C1)(=O)O sinapic acid choline